4-(5-methylthiazol-2-yl)-1-(oxetan-3-yl)-1H-indazole-6-carboxylic acid CC1=CN=C(S1)C1=C2C=NN(C2=CC(=C1)C(=O)O)C1COC1